C(C1=CC=CC=C1)OC(=O)N1CCCC(C1)F 5-fluoropiperidine-1-carboxylic acid benzyl ester